pentacyclo[8.4.0.12,3.19,12.08,13]-3-hexadecene C12C3C(=CCCCC4C5C2CC(C4C1)C5)C3